trans-4-((6-Fluoro-4-methoxy-5-(1-methyl-1H-benzo[d][1,2,3]triazol-6-yl)pyrrolo[2,1-f][1,2,4]triazin-2-yl)amino)-1-methylcyclohexan-1-ol FC=1C(=C2C(=NC(=NN2C1)NC1CCC(CC1)(O)C)OC)C=1C=CC2=C(N(N=N2)C)C1